P(OCC1=CC(=C(C(=C1)C(C)(C)C)O)C(C)(C)C)([O-])=O (3,5-di-tert-butyl-4-hydroxybenzyl) phosphonate